n-pentan-1-ol CCCCCO